CN(CCOC=1N=C(C2=C(N1)CNCC2)N2C(CN(CC2)C(=O)OC(C)(C)C)C(=O)OC)C 1-tert-butyl 3-methyl 4-(2-(2-(dimethylamino)ethoxy)-5,6,7,8-tetrahydropyrido[3,4-d]pyrimidin-4-yl)piperazine-1,3-dicarboxylate